(2S)-4-methyl-2-(methylamino)pentanoic acid tert-butyl ester C(C)(C)(C)OC([C@H](CC(C)C)NC)=O